tert-butyl (1R,3R,5S)-3-[(6-iodopyridazin-3-yl) (methyl) amino]-8-azabicyclo[3.2.1]Octane-8-carboxylate IC1=CC=C(N=N1)N(C1C[C@H]2CC[C@@H](C1)N2C(=O)OC(C)(C)C)C